4-(2-chloroethyl)morpholine tert-butyl-(S)-4-methyl-1,2,3-oxathiazolidine-3-carboxylate C(C)(C)(C)OC(=O)N1SOC[C@@H]1C.ClCCN1CCOCC1